CSC(C(=O)O)C 2-(methylthio)propanoic acid